1-(4-((4-((4-((2-((1R,4R)-2-oxa-5-azabicyclo[2.2.1]heptan-5-yl)pyrimidin-4-yl)oxy)-2-fluorophenyl)amino)-7-methoxyquinazolin-6-yl)amino)piperidin-1-yl)prop-2-en-1-one [C@H]12OC[C@H](N(C1)C1=NC=CC(=N1)OC1=CC(=C(C=C1)NC1=NC=NC3=CC(=C(C=C13)NC1CCN(CC1)C(C=C)=O)OC)F)C2